OC[C@@H]1[C@H](C[C@@H](O1)N1C(NC(C(=C1)C)=O)=O)OC(C1=CC=CC=C1)(C1=CC=CC=C1)C1=CC=C(C=C1)OC 1-[(2R,4S,5R)-5-(hydroxymethyl)-4-[(4-methoxyphenyl)diphenylmethoxy]oxolan-2-yl]-5-methyl-3H-pyrimidine-2,4-dione